4-{[3-chloro-4-(morpholine-4-carbonyl)pyridin-2-yl]amino}-3-cyclopropyl-5-fluorobenzoic acid ClC=1C(=NC=CC1C(=O)N1CCOCC1)NC1=C(C=C(C(=O)O)C=C1F)C1CC1